C1(=CC=CC=C1)P(C1=CC=CC=C1)CC(C)(CP(C1=CC=CC=C1)C1=CC=CC=C1)CP(C1=CC=CC=C1)C1=CC=CC=C1 tris(diphenylphosphinomethyl)ethane